N-((1-ethyl-6-methoxy-1H-benzimidazol-7-yl)methyl)-5-fluoro-6-methoxynicotinamide C(C)N1C=NC2=C1C(=C(C=C2)OC)CNC(C2=CN=C(C(=C2)F)OC)=O